4-phenyl-6-propylquinolin C1(=CC=CC=C1)C1=CC=NC2=CC=C(C=C12)CCC